1-(3-(4-(1-(difluoromethyl)-1H-pyrazol-3-yl)-6-(4-fluorophenyl)pyridazin-3-yl)pyrrolidin-1-yl)prop-2-en-1-one FC(N1N=C(C=C1)C1=C(N=NC(=C1)C1=CC=C(C=C1)F)C1CN(CC1)C(C=C)=O)F